(S)-tert-butyl 4-(7-(7-acetamido-2-(1-(3-ethoxy-4-methoxyphenyl)-2-(methylsulfonyl)ethyl)-1,3-dioxoisoindolin-5-yl)hept-6-yn-1-yl)piperidine-1-carboxylate C(C)(=O)NC=1C=C(C=C2C(N(C(C12)=O)[C@H](CS(=O)(=O)C)C1=CC(=C(C=C1)OC)OCC)=O)C#CCCCCCC1CCN(CC1)C(=O)OC(C)(C)C